2-(Chloromethyl)-8-fluoro-4-methylquinazoline ClCC1=NC2=C(C=CC=C2C(=N1)C)F